(4-benzoylphenyl)-2,2-difluoroacetic acid ethyl ester C(C)OC(C(F)(F)C1=CC=C(C=C1)C(C1=CC=CC=C1)=O)=O